N-{8-fluoro-2-methylimidazo[1,2-a]pyridin-6-yl}-4-(piperazin-1-yl)-2-[(1E)-prop-1-en-1-yl]indazole-7-carboxamide FC=1C=2N(C=C(C1)NC(=O)C1=CC=C(C3=CN(N=C13)\C=C\C)N1CCNCC1)C=C(N2)C